(4-bromo-9,9-dimethyl-9H-fluoren-2-yl)(o-tolyl)methanone BrC1=CC(=CC=2C(C3=CC=CC=C3C12)(C)C)C(=O)C1=C(C=CC=C1)C